NC=1N=C(SC1C(=O)C1=CC(=NC=C1)OC)N(C1=CC=C(C=C1)F)C(C(=O)N)C (N-[4-amino-5-(2-methoxypyridine-4-carbonyl)thiazol-2-yl]-4-fluoro-anilino)propanamide